(cis-3,5-dimethyl-piperazin-1-yl)-5-(trifluoromethyl)pyrazine hydrochloride Cl.C[C@@H]1CN(C[C@@H](N1)C)C1=NC=C(N=C1)C(F)(F)F